FC1=C(C(=CC=C1)C)N1CCC(CC1)N1C(N(C=2C(C1)=CN(N2)C)CC2=NC(=CC=C2C(F)(F)F)F)=O 5-[1-(2-fluoro-6-methyl-phenyl)-piperidin-4-yl]-7-(6-fluoro-3-trifluoromethyl-pyridin-2-ylmethyl)-2-methyl-2,4,5,7-tetrahydro-pyrazolo[3,4-d]pyrimidin-6-one